(1-(4-(3-hydroxy-3-methylbut-1-yn-1-yl)-5-(trifluoromethyl)pyrimidin-2-yl)piperidin-4-yl)methanone OC(C#CC1=NC(=NC=C1C(F)(F)F)N1CCC(CC1)C=O)(C)C